tert-butyl 6-(2-fluoro-4-(trifluoromethyl)phenyl)-2-azaspiro[3.3]hept-5-ene-2-carboxylate FC1=C(C=CC(=C1)C(F)(F)F)C1=CC2(CN(C2)C(=O)OC(C)(C)C)C1